2-Amino-4-[1-(3,8-diazabicyclo[3.2.1]octan-8-yl)-3-[[(2R)-1,4-dioxan-2-yl]methoxy]-5-fluoro-7,9-dihydrofuro[3,4-f]quinazolin-6-yl]benzothiophene-6-carbonitrile NC=1SC2=C(C1)C(=CC(=C2)C#N)C=2C1=C(C=3C(=NC(=NC3C2F)OC[C@@H]2OCCOC2)N2C3CNCC2CC3)COC1